diethyl-zirconium dihydroxide [OH-].[OH-].C(C)[Zr+2]CC